tert-butyl (S)-(1-((3-((3-carbamoyl-6-chloro-5-ethylpyrazin-2-yl)amino)phenethyl)amino)-1-oxopropan-2-yl)(methyl)carbamate C(N)(=O)C=1C(=NC(=C(N1)CC)Cl)NC=1C=C(CCNC([C@H](C)N(C(OC(C)(C)C)=O)C)=O)C=CC1